(S)-1-(4-(((8-chloro-3-cyano-4-(neopentylamino)quinolin-6-yl)amino)(isoquinolin-5-yl)methyl)-1H-1,2,3-triazol-1-yl)cyclobutane-1-carboxamide ClC=1C=C(C=C2C(=C(C=NC12)C#N)NCC(C)(C)C)N[C@H](C=1N=NN(C1)C1(CCC1)C(=O)N)C1=C2C=CN=CC2=CC=C1